C(C)OC(=C)C1=NC(=NS1)N1CCCCC1 5-(1-ethoxyvinyl)-3-(1-piperidinyl)-1,2,4-thiadiazole